sec-hexyltris(dimethylamino)tin C(C)(CCCC)[Sn](N(C)C)(N(C)C)N(C)C